(2S)-3-[3-Fluoro-5-(2-oxo-2,3-dihydro-1H-indol-1-yl)phenyl]-2-[(3R)-pyrrolidin-3-yl]propanoic acid hydrochloride Cl.FC=1C=C(C=C(C1)N1C(CC2=CC=CC=C12)=O)C[C@H](C(=O)O)[C@@H]1CNCC1